2-(4-cyanophenoxy)-N-{[3-(8-{[(3S,4R)-3-fluoro-1-methylpiperidin-4-yl]amino}-3-[(trifluoromethyl)sulfanyl]indolizin-2-yl)-1,2,4-oxadiazol-5-yl]methyl}acetamide C(#N)C1=CC=C(OCC(=O)NCC2=NC(=NO2)C=2C=C3C(=CC=CN3C2SC(F)(F)F)N[C@H]2[C@H](CN(CC2)C)F)C=C1